Br.COC1=C2C(=C3C=C(N=CC3=C1)NC(C)=O)CN(C2=O)C N-(4-methoxy-2-methyl-3-oxo-2,3-dihydro-1H-pyrrolo[3,4-f]isoquinolin-8-yl)acetamide hydrobromide